(+)-5-(amino(phenyl)methyl)-2-fluoroaniline NC(C=1C=CC(=C(N)C1)F)C1=CC=CC=C1